[Si](C)(C)(C(C)(C)C)OCCC=CC1N(CC=2C=CC(=NC2C1)Cl)C(=O)OC(C)(C)C tert-butyl 7-(4-((tert-butyldimethylsilyl)oxy)but-1-en-1-yl)-2-chloro-7,8-dihydro-1,6-naphthyridine-6(5H)-carboxylate